C(CC(O)(C(=O)O)CC(=O)O)(=O)O.CC1CNCC(N1)C 3,5-dimethylpiperazine citrate